ClC=1C(=NC(=NC1)N1C[C@@H](CCC1)C)NC1=CC=2C3=C(C(N(C2C=C1)C)=O)OCC([C@@H](N3)C3CC3)(F)F (S)-10-((5-Chloro-2-((R)-3-methylpiperidin-1-yl)pyrimidin-4-yl)amino)-2-cyclopropyl-3,3-difluoro-7-methyl-1,2,3,4-tetrahydro-[1,4]oxazepino[2,3-c]chinolin-6(7H)-on